CC1=C(OC2=C1C=C(C=C2)S(N(CCC2=CC=CC=C2)C2=CC=C(C=C2)N2CCN(CC2)C(=O)OC(C)(C)C)(=O)=O)C(=O)O 3-methyl-5-(N-(4-(4-(tert-butoxycarbonyl)piperazin-1-yl)phenyl)-N-phenethylsulfamoyl)benzofuran-2-carboxylic acid